2-chloro-13-(ethylthio)-1-fluoro-5,6,6a,7,10,11-hexahydro-4H,9H-8-oxa-3,11a,12,14-tetraazacyclohepta[4,5]cycloocta[1,2,3-de]naphthalene ClC1=C(C=2N=C(N=C3C2C(=N1)CCCC1N3CCCOC1)SCC)F